N1=CC(=CC=C1)C(C([2H])([2H])[2H])=O 1-(pyridin-3-yl)ethan-1-one-2,2,2-d3